4-(3-(8-((4-morpholinylphenyl)amino)-[1,2,4]triazolo[1,5-a]pyrazin-6-yl)benzoylamino)benzoic acid N1(CCOCC1)C1=CC=C(C=C1)NC=1C=2N(C=C(N1)C=1C=C(C(=O)NC3=CC=C(C(=O)O)C=C3)C=CC1)N=CN2